C(C1=CC=CC=C1)N(CC1=CC=CC=C1)CCCN 3-(N,N-dibenzylamino)propylamine